C(CC(C)C)OC(C=CC1=CC=C(C=C1)OC)=O iso-pentyl-p-methoxycinnamate